C(CC)N1N=CC=C1[C@@H](C)OC=1C(=NC=C(C1)B1OC(C(O1)(C)C)(C)C)N |r| (rac)-3-[1-(1-propyl-1H-pyrazol-5-yl)ethoxy]-5-(4,4,5,5-tetramethyl-1,3,2-dioxaborolan-2-yl)pyridin-2-amine